OC1=C(C=CC(=C1)C(F)(F)F)C1=C(N=C(N=N1)N[C@H]1[C@@H](CNCC1)O)C (3R,4R)-4-({6-[2-hydroxy-4-(trifluoromethyl)phenyl]-5-methyl-1,2,4-triazin-3-yl}Amino)piperidin-3-ol